FC1(CCC(CC1)OC=1C(=C(C(=O)O)C=CC1C(NS(=O)(=O)C1(CC1)C)=O)F)F 3-(4,4-difluorocyclohexoxy)-2-fluoro-4-[(1-methylcyclopropyl)sulfonylcarbamoyl]benzoic acid